1-chloro-(4-methyl)phenyl-ethanone ClC1(CC=C(C=C1)C)C(C)=O